2-Ditert-butoxyphosphoryloxyethyl (2,5-dioxopyrrolidin-1-yl) carbonate C(OCCOP(=O)(OC(C)(C)C)OC(C)(C)C)(ON1C(CCC1=O)=O)=O